ethyl 3-chloro-1-(3-chloropyridin-2-yl)-4,5-dihydro-1H-pyrazole-5-carboxylate (ethyl 3-chloro-1-(3-chloropyridin-2-yl)-4,5-dihydro-1H-pyrazole-5-carboxylate) C(C)C1C(=NN(C1C(=O)O)C1=NC=CC=C1Cl)Cl.ClC1=NN(C(C1)C(=O)OCC)C1=NC=CC=C1Cl